C1(CCC1)OC=1C(=CC2=CN(N=C2C1)[C@]12CO[C@](CC1)(C2)C)C(=O)NC=2C=NN1C2N=CC=C1 |o1:14,17| rel-6-Cyclobutoxy-2-((1R,4R)-1-methyl-2-oxabicyclo[2.2.1]hept-4-yl)-N-(pyrazolo[1,5-a]pyrimidin-3-yl)-2H-indazole-5-carboxamide